2-(naphthalen-2-yl)-9-(9-phenyl-9-(pyridin-3-yl)-9H-fluoren-2-yl)-1,10-phenanthroline C1=C(C=CC2=CC=CC=C12)C1=NC2=C3N=C(C=CC3=CC=C2C=C1)C1=CC=2C(C3=CC=CC=C3C2C=C1)(C=1C=NC=CC1)C1=CC=CC=C1